(2R,4R)-6-chloro-N-{3-[4-(4-chlorophenyl)-1H-imidazol-1-yl]bicyclo[1.1.1]pentan-1-yl}-4-hydroxy-3,4-dihydro-2H-1-benzopyran-2-carboxamide ClC=1C=CC2=C([C@@H](C[C@@H](O2)C(=O)NC23CC(C2)(C3)N3C=NC(=C3)C3=CC=C(C=C3)Cl)O)C1